N-(3-((5-(1-(2,2-difluoroethyl)-2-methyl-1H-imidazo[4,5-b]pyridin-6-yl)-7H-pyrrolo[2,3-d]pyrimidin-2-yl)amino)-1-methylcyclobutyl)propionamide FC(CN1C(=NC2=NC=C(C=C21)C2=CNC=1N=C(N=CC12)NC1CC(C1)(C)NC(CC)=O)C)F